BrC=1C(=C(C=CC1)N1C=NC(=C1)C1=NC(=NC=C1C(F)(F)F)NC1CCN(CC1)S(=O)(=O)C)Cl (1-(3-bromo-2-chlorophenyl)-1H-imidazol-4-yl)-N-(1-(methylsulfonyl)piperidin-4-yl)-5-(trifluoromethyl)pyrimidin-2-amine